3-((5-(1-((2S,6R)-2,6-dimethylmorpholino)-3-methylimidazo[1,5-a]quinoxalin-8-yl)pyridin-2-yl)oxy)propan-1-amine C[C@@H]1O[C@@H](CN(C1)C1=NC(=C2N1C1=CC(=CC=C1N=C2)C=2C=CC(=NC2)OCCCN)C)C